5-phenyl-1-[[2-(trimethylsilyl)ethoxy]methyl]-1H-pyrrole-3-carboxylic acid methyl ester COC(=O)C1=CN(C(=C1)C1=CC=CC=C1)COCC[Si](C)(C)C